1,4-diazabicyclo[2.2.2]octane-2-methanol N12C(CN(CC1)CC2)CO